C(C1=CC=CC=C1)OC1=CC=C(C=C1)C1=CC=CC(=N1)OC=1C=CC(=C(C1)O)F 5-((6-(4-(benzyloxy)phenyl)pyridin-2-yl)oxy)-2-fluorophenol